N2,N4-bis(4,4-difluorocyclohexyl)-6-(1-methyl-3-(trifluoromethyl)-1H-pyrazol-4-yl)-1,3,5-triazine-2,4-diamine FC1(CCC(CC1)NC1=NC(=NC(=N1)NC1CCC(CC1)(F)F)C=1C(=NN(C1)C)C(F)(F)F)F